4-((4-((2-Amino-4-phenylthiazol-5-yl)oxy)pyridin-2-yl)amino)benzoic acid NC=1SC(=C(N1)C1=CC=CC=C1)OC1=CC(=NC=C1)NC1=CC=C(C(=O)O)C=C1